C1(CC1)C=1C=CC(=C(C1)NC(=O)N1C[C@](CC1)(C1=NC=NS1)C1=CC(=C(C=C1)C)F)C(=O)N1CC(C1)O |o1:14| (R or S)-N-(5-cyclopropyl-2-(3-hydroxyazetidine-1-carbonyl)phenyl)-3-(3-fluoro-4-methylphenyl)-3-(1,2,4-thiadiazol-5-yl)pyrrolidine-1-carboxamide